C1(CCCCC1)NC(=O)NC1CCCCC1 1,3-bis(cyclohexyl)urea